3-[(4-{[6-(2-chlorophenyl)-5-oxo-5,6-dihydroimidazo[1,2-a]pyrimido[5,4-e]pyrimidin-2-yl]amino}phenyl)(cyclopropyl)amino]propanenitrile ClC1=C(C=CC=C1)N1C=2N(C3=C(C1=O)C=NC(=N3)NC3=CC=C(C=C3)N(CCC#N)C3CC3)C=CN2